C(C(COCC(CO)O)O)O diglycerine